2-Methylpropan-2-yl-oxy-7,8-dihydro-6H-pyrrolo[4,3-g]indazole-1-carboxylic acid CC(C)(C)OC1=NN(C2=C3C(=CC=C12)CNC3)C(=O)O